FC(F)SC1=C(N=C2N1C=CC=C2N[C@H]2[C@H](CN(CC2)C)F)C#CCNC2=C(C=C(C(=O)NC)C=C2)OC 4-[(3-{3-[(difluoromethyl)sulfanyl]-8-{[(3S,4R)-3-fluoro-1-methylpiperidin-4-yl]amino}imidazo[1,2-a]pyridin-2-yl}prop-2-yn-1-yl)amino]-3-methoxy-N-methylbenzamide